4-(5-cyclopropyl-1,3,4-oxadiazol-2-yl)-1-(4-methoxybenzyl)-8-(1-(2-morpholinoethyl)-1H-pyrazol-4-yl)-1,3-dihydro-2H-benzo[b]azepin-2-one C1(CC1)C1=NN=C(O1)C1=CC2=C(N(C(C1)=O)CC1=CC=C(C=C1)OC)C=C(C=C2)C=2C=NN(C2)CCN2CCOCC2